N-((1R,2R)-2-ethyl-1-(((S)-3-oxo-1-((S)-2-oxopyrrolidin-3-yl)-4-(trifluoromethoxy)butan-2-yl)carbamoyl)cyclopropyl)-5-fluoro-1H-indole-2-carboxamide C(C)[C@H]1[C@](C1)(C(N[C@@H](C[C@H]1C(NCC1)=O)C(COC(F)(F)F)=O)=O)NC(=O)C=1NC2=CC=C(C=C2C1)F